FC1=CC=C(C=C1)C1SCCC1 2-Para-fluorophenyl-tetrahydrothiophene